FC=1C=C2C(=C(NC2=C(C1)F)C1=CC=C(C=C1)F)C1CC(C1)NC(C)=O N-[3-[5,7-difluoro-2-(4-fluorophenyl)-1H-indol-3-yl]cyclobutyl]acetamide